C(#N)C1=CC(=NC=C1[N+](=O)[O-])N1[C@@H](CN(CC1)C(=O)OC(C)(C)C)CO tert-butyl (S)-4-(4-cyano-5-nitropyridin-2-yl)-3-(hydroxymethyl)piperazine-1-carboxylate